ClC1=C(C(=O)NC2=CC=C(C(=O)O)C=C2)C=C(C=C1)Cl 4-(2,5-Dichlorobenzoylamino)benzoic acid